CC1=CC=C(C=C1)S(=O)(=O)OC[C@H]1OC[C@@H]([C@@H]2[C@H]1OC(O2)(C)C)NC2=NC=CC(=N2)C(F)(F)F ((3aR,4R,7S,7aR)-2,2-dimethyl-7-((4-(trifluoromethyl)pyrimidin-2-yl)amino)tetrahydro-4H-[1,3]dioxolo[4,5-c]pyran-4-yl)methyl 4-methylbenzenesulfonate